N-(4-(methylthio)phenyl)-4-(3-phenylisoxazolidin-2-yl)-5-(trifluoromethyl)pyrimidin-2-amine CSC1=CC=C(C=C1)NC1=NC=C(C(=N1)N1OCCC1C1=CC=CC=C1)C(F)(F)F